ClC1=C(C=CC(=C1)C#N)S(=O)(=O)N1C[C@H](C(C1)=C)OS(=O)(=O)C methanesulfonic acid (S)-1-((2-chloro-4-cyanophenyl) sulfonyl)-4-methylenepyrrolidin-3-yl ester